N-(5-(5-(difluoromethyl)-1,2,4-oxadiazol-3-yl)-2,3-dihydro-1H-inden-1-yl)-1-ethyl-1H-pyrazole-5-carboxamide FC(C1=NC(=NO1)C=1C=C2CCC(C2=CC1)NC(=O)C1=CC=NN1CC)F